BrC1=C(C=C2N1N=CC(=C2C(C)(C)C)C(=O)OCC)C ethyl 7-bromo-4-tert-butyl-6-methylpyrrolo[1,2-b]pyridazine-3-carboxylate